3-amino-4-(4,5-diamino-1,2,4-triazole-3-yl)-furazan zinc perchlorate Cl(=O)(=O)(=O)[O-].[Zn+2].NC1=NON=C1C1=NN=C(N1N)N.Cl(=O)(=O)(=O)[O-]